((cyclohexylmethyl)sulfonyl)piperidin C1(CCCCC1)CS(=O)(=O)N1CCCCC1